CC1OCCC(C1)S(=O)(=O)N methyltetrahydro-2H-pyran-4-sulfonamide